3-methylenepyrrolidine-2,5-dione C=C1C(NC(C1)=O)=O